C(C)(C)OC(=O)Cl.COCCC1=CC=CC=C1 p-methoxyethylbenzene Isopropyl-chloroformate